ClC1=CC(=C(C=C1)[C@@H](C)N)C (R)-1-(4-chloro-2-methylphenyl)ethan-1-amine